3-(4-methyl-1H-pyrazol-1-yl)propane-1-one CC=1C=NN(C1)CCC=O